2,3-Dihydro-5-phenyl-2-thioxo-4(1H)-pyrimidinone C1(=CC=CC=C1)C=1C(NC(NC1)=S)=O